BrC=1OC=CC1C(=O)N 2-bromofuran-3-carboxamide